ethyl 2-(hexahydropyrrolo[3,4-c]pyrrol-2(1H)-yl)-5-oxo-5,7-dihydrobenzo[4',5']imidazo[1',2':1,6]pyrido[2,3-d]pyrimidine-6-carboxylate C1N(CC2C1CNC2)C=2N=CC1=C(N2)N2C(=C(C1=O)C(=O)OCC)NC1=C2C=CC=C1